C(C)(C)NC(=O)NC1=CC=C(C=C1)C(\C=C\C1=CC(=C(C(=C1)C)OC)C)=O (E)-1-isopropyl-3-(4-(3-(4-methoxy-3,5-dimethylphenyl)acryloyl)phenyl)urea